N-(6-cyclopropyl-4-{2-[(3,3-difluoro-1-azetidinyl)carbonyl]-4-difluoromethoxyphenyl}-2-pyridyl)-5-{[(S)-2-methoxypropylamino]methyl}-1-cyclopropyl-2-oxo-1,2-dihydronicotinamide C1(CC1)C1=CC(=CC(=N1)NC(C=1C(N(C=C(C1)CNC[C@H](C)OC)C1CC1)=O)=O)C1=C(C=C(C=C1)OC(F)F)C(=O)N1CC(C1)(F)F